4-((2-(1-(2,6-dioxopiperidin-3-yl)-3-methyl-2-oxo-2,3-dihydro-1H-benzo[d]imidazol-5-yl)-2,7-diazaspiro[3.5]non-7-yl)methyl)piperidine-1-carboxylate O=C1NC(CCC1N1C(N(C2=C1C=CC(=C2)N2CC1(C2)CCN(CC1)CC1CCN(CC1)C(=O)[O-])C)=O)=O